1-(9-fluoro-2-(4-isopropylphenyl)-2,3,4,5,5a,6,8,9-octahydro-7H-10-oxa-1,2,5,7-tetraazacycloocta[cd]inden-7-yl)prop-2-en-1-one FC1CN(CC2C=3C(=NN(C3CCN2)C2=CC=C(C=C2)C(C)C)O1)C(C=C)=O